(4-chlorophenyl)-2-(pyridin-3-yl)-N-((tetrahydro-2H-pyran-4-yl)methyl)pyrimidin-4-amine ClC1=CC=C(C=C1)C=1C(=NC(=NC1)C=1C=NC=CC1)NCC1CCOCC1